N1=[13C](N)N=[13C](N)N=[13C]1N melamine-13C3